N[C@H](CC1=CNC2=CC=CC=C12)C(=O)N1C(=O)NC(=O)C1 D-tryptophanyl-hydantoin